1-(cyclopropanecarbonyl)-N-((5-(5-(difluoromethyl)-1,3,4-oxadiazol-2-yl)pyridin-2-yl)methyl)-3-fluoro-N-phenylazetidine-3-carboxamide C1(CC1)C(=O)N1CC(C1)(C(=O)N(C1=CC=CC=C1)CC1=NC=C(C=C1)C=1OC(=NN1)C(F)F)F